N-((7R)-2-cyano-2-azabicyclo[2.2.1]heptan-7-yl)-5-(2-phenoxyphenyl)-1H-pyrazole-3-carboxamide C(#N)N1C2CCC(C1)[C@H]2NC(=O)C2=NNC(=C2)C2=C(C=CC=C2)OC2=CC=CC=C2